NC1=CC=C(C(C(=O)O)=C1)O L-5-aminosalicylic acid